BrC1=C2C=3C=CC(=CC3C=CC2=CC=C1)C1=CC2=CC=CC=C2C=C1 5-bromo-2-(naphthalen-2-yl)phenanthrene